2-(6-(Ethylamino)-4-(2-(4-methyl-4H-1,2,4-triazol-3-yl)phenyl)pyridin-2-yl)-6-(hydroxymethyl)-4-(trifluoromethyl)isoindolin-1-one C(C)NC1=CC(=CC(=N1)N1C(C2=CC(=CC(=C2C1)C(F)(F)F)CO)=O)C1=C(C=CC=C1)C1=NN=CN1C